C(N)(=O)CNC(=O)C1=CC=CC(=N1)C1=CC=C2C=CC(=C(C2=C1)NC(C=C)=O)COC N-(7-{6-[(carbamoylmethyl)carbamoyl]pyridin-2-yl}-2-(methoxymethyl)naphthalen-1-yl)prop-2-enamide